CN(C=1C=C(C=C(C1)C1=CC=CC=C1)C1=CC=CC=C1)C N,N-dimethyl-[1,1':3',1''-terphenyl]-5'-amine